(S)-5-{4-[4-(2,4-dimethylphenyl)piperazine-1-carbonyl]phenyl}-5-ethylimidazolidine-2,4-dione CC1=C(C=CC(=C1)C)N1CCN(CC1)C(=O)C1=CC=C(C=C1)[C@]1(C(NC(N1)=O)=O)CC